C(C)(C)(C)C1=C(C=CC=2N(C3=CC(=CC=C3C(C12)(C)C)CCO)C(=O)O)C.OCCC=1C=C2N(C=3C=CC(=CC3C(C2=CC1)(C)C)C)C(=O)OC(C)(C)C tert-Butyl 6-(2-hydroxyethyl)-2,9,9-trimethylacridine-10(9H)-carboxylate {tert-butyl 6-(2-hydroxyethyl)-2,9,9-trimethylacridine-10(9H)-carboxylate}